2-chloro-5-(3,5-dimethylpyrazole-1-carbonyl)-N-[3-methyl-5-(2-phenylethynyl)-2-pyridyl]benzamide ClC1=C(C(=O)NC2=NC=C(C=C2C)C#CC2=CC=CC=C2)C=C(C=C1)C(=O)N1N=C(C=C1C)C